N1=NC=C2N1C=CC(=C2)C(=O)[O-] [1,2,3]triazolo[1,5-a]pyridine-5-carboxylate